OC/C=C/C1=CC(=NC=C1)C(=O)O (E)-4-(3-hydroxyprop-1-en-1-yl)picolinic acid